C1(=CC=CC=C1)S(=O)(=O)CC1=C(C=O)C=CC=C1 2-(phenylsulfonylmethyl)benzaldehyde